2-(Difluoromethyl)cyclopropane-1-carboxylic acid FC(C1C(C1)C(=O)O)F